N[C@H]1[C@@H](OCCC1)C1=C(C2=NC(=CC(=C2S1)NCC=1SC=CC1)Cl)C#CCO 3-(2-((2R,3R)-3-aminotetrahydro-2H-pyran-2-yl)-5-chloro-7-((thiophen-2-ylmethyl)amino)thieno[3,2-b]pyridin-3-yl)prop-2-yn-1-ol